2-butyl-1-(3-((diethylamino)methyl)benzyl)-1H-imidazo[4,5-d]thieno[3,2-b]pyridin-4-amine C(CCC)C1=NC=2C(=C3C(=NC2N)C=CS3)N1CC1=CC(=CC=C1)CN(CC)CC